2-((1S,4S)-5-(5-bromopyridin-2-yl)-2,5-diazabicyclo[2.2.1]hept-2-yl)acetic acid tert-butyl ester C(C)(C)(C)OC(CN1[C@@H]2CN([C@H](C1)C2)C2=NC=C(C=C2)Br)=O